(E)-5-(3-Fluorostyryl)-2-isopropylpyridin-3-ol FC=1C=C(/C=C/C=2C=C(C(=NC2)C(C)C)O)C=CC1